3-methylcyclopentane-1,2-diol CC1C(C(CC1)O)O